FC(C(C)(C)C1=NNC(=N1)CN)(F)F (3-(1,1,1-trifluoro-2-methylpropan-2-yl)-1H-1,2,4-triazol-5-yl)methanamine